NC(C(=O)O)=CC=CC=O 2-amino-6-oxo-2,4-hexadienoic acid